5-((6-((5-acetamidopyridin-3-yl)amino)-1-methyl-1H-pyrazolo[3,4-d]pyrimidin-3-yl)amino)-N-(2-(2,2-dimethylpyrrolidin-1-yl)ethyl)-6-methylnicotinamide C(C)(=O)NC=1C=C(C=NC1)NC1=NC=C2C(=N1)N(N=C2NC=2C(=NC=C(C(=O)NCCN1C(CCC1)(C)C)C2)C)C